propynyl imidazolecarboxylate N1C(=NC=C1)C(=O)OC#CC